C(#N)C(C([2H])([2H])[2H])(C([2H])([2H])[2H])C=1C=CC=2N(C1)N=CC2C(=O)O 6-[1-cyano-2,2,2-trideuterio-1-(trideuteriomethyl)ethyl]pyrazolo[1,5-a]pyridine-3-carboxylic acid